4-(6-phenyl-3-pyridinyl)-1-azabicyclo[3.2.2]non-3-ene C1(=CC=CC=C1)C1=CC=C(C=N1)C1=CCN2CCC1CC2